CN(CCNC(=O)NC1=CC=C(C=C1)C=1C=CC2=C(N(C=N2)C2=CC=C(C=C2)C2=CC(=CC=C2)OC)C1)C 1-(2-(dimethylamino)ethyl)-3-(4-(1-(3'-methoxy-[1,1'-biphenyl]-4-yl)-1H-benzo[d]imidazol-6-yl)phenyl)urea